C(C)OC(=O)C1=CN(C(C=C1C1=CC=CC=C1)=O)C[C@]1(CCN(CC12CCCC2)C([C@@H](CC2CCCCC2)C)=O)O 1-(((R)-7-((R)-3-cyclohexyl-2-methylpropanoyl)-10-hydroxy-7-azaspiro[4.5]decan-10-yl)methyl)-6-oxo-4-phenyl-1,6-dihydropyridine-3-carboxylic acid ethyl ester